FC1=C(C=CC=C1C(F)(F)F)[C@@H](C)NC(=O)C=1C=2N(C=C(C1)C1=CCC(CC1)NC(COC)=O)C[C@H](N2)C (2R)-N-[(1R)-1-[2-fluoro-3-(trifluoromethyl)phenyl]ethyl]-6-[4-[(2-methoxyacetyl)amino]cyclohexen-1-yl]-2-methyl-2,3-dihydroimidazo[1,2-a]pyridine-8-carboxamide